methyl N-[5-({4-[(2S)-2-({2-cyclopropyl-7-methylthieno[3,2-d]pyrimidin-4-yl} amino)propyl]piperazin-1-yl} sulfonyl)-4-methyl-1,3-thiazol-2-yl]carbamate C1(CC1)C=1N=C(C2=C(N1)C(=CS2)C)N[C@H](CN2CCN(CC2)S(=O)(=O)C2=C(N=C(S2)NC(OC)=O)C)C